4-(4-Amino-2-chloro-5-fluorophenyl)-N-methyl-N-(2,2,2-trifluoroethyl)pyridin-2-amine NC1=CC(=C(C=C1F)C1=CC(=NC=C1)N(CC(F)(F)F)C)Cl